P(=O)([O-])([O-])[O-] (e)-phosphate